{3-amino-2,6-dibromo-4-[(2,2-difluoroethyl)amino]phenyl}(2-chloro-5-fluorophenyl)methanone NC=1C(=C(C(=CC1NCC(F)F)Br)C(=O)C1=C(C=CC(=C1)F)Cl)Br